(R)-2-fluoro-N-(5-fluoro-8-methylisoquinolin-1-yl)-4-(5-methyl-1,3,4-thiadiazol-2-yl)-N-(piperidin-3-yl)benzamide FC1=C(C(=O)N([C@H]2CNCCC2)C2=NC=CC3=C(C=CC(=C23)C)F)C=CC(=C1)C=1SC(=NN1)C